tert-butyl (R)-3-(methyl(6-((R)-1,2,3,4-tetrahydro-1,8-naphthyridin-2-yl)hexyl)amino)pyrrolidine-1-carboxylate CN([C@H]1CN(CC1)C(=O)OC(C)(C)C)CCCCCC[C@H]1NC2=NC=CC=C2CC1